NC([C@H](C(=O)OC)NC(=O)C12CC(C1)(C2)N(S(=O)(=O)C2=CC=CC=C2)CC2=CC(=C(C=C2)Cl)F)(C)C methyl (R)-3-amino-2-(3-(N-(4-chloro-3-fluorobenzyl)phenylsulfonamido) bicyclo[1.1.1]pentane-1-carboxamido)-3-methylbutanoate